S1C=NC2=C1C=C(C=C2)\C=C\2/N=C(NC2=O)N[C@H](CC(C)C)CO (4Z)-4-(1,3-benzothiazol-6-ylmethylene)-2-[[(1R)-1-(hydroxymethyl)-3-methyl-butyl]amino]-1H-imidazol-5-one